C(C)OC1=CC=CC=2N=C(SC21)NC([C@@H](CNC2=NC=CC1=CC=C(C=C21)C2=NOC(=N2)C)O)=O (2R)-N-(7-ethoxy-1,3-benzothiazol-2-yl)-2-hydroxy-3-[[7-(5-methyl-1,2,4-oxadiazol-3-yl)-1-isoquinolyl]amino]propanamide